C1(CC1)C1=C(C=C(C=C1)F)[C@@H]1C2=C(NC(=C1C(=O)OC)CF)COC2=O |r| Racemic-methyl 4-(2-cyclopropyl-5-fluorophenyl)-2-(fluoromethyl)-5-oxo-1,4,5,7-tetrahydrofuro[3,4-b]pyridine-3-carboxylate